ClC1=CC2=C(C=N1)N(C(N2C2[C@@H]1CN(C[C@H]21)C(=O)OC(C)(C)C)=O)C tert-Butyl (1R,5S,6r)-6-(6-chloro-3-methyl-2-oxo-2,3-dihydro-1H-imidazo[4,5-c]pyridin-1-yl)-3-azabicyclo[3.1.0]hexane-3-carboxylate